2-(2,6-diethylphenyl)-3-(5-fluoro-7-((iodomethoxy)methyl)-1H-indol-4-yl)-5-(5-(trifluoromethyl)pyrimidin-2-yl)-4,5,6,7-tetrahydro-2H-pyrazolo[4,3-c]Pyridine C(C)C1=C(C(=CC=C1)CC)N1N=C2C(CN(CC2)C2=NC=C(C=N2)C(F)(F)F)=C1C1=C2C=CNC2=C(C=C1F)COCI